Ammonium nitrogen 1-octadecyl-2-butyryl-sn-glycero-3-phosphocholine C(CCCCCCCCCCCCCCCCC)OC[C@@H](OC(CCC)=O)COP(=O)(O)OCC[N+](C)(C)C.[N+3].[NH4+]